4-((1-(4-(2-(2-Aminopyridin-3-yl)-5-(4-chlorophenyl)-3H-imidazo[4,5-b]pyridin-3-yl)benzyl)piperidin-4-yl)amino)pyrimidine-2-carbonitrile NC1=NC=CC=C1C1=NC=2C(=NC(=CC2)C2=CC=C(C=C2)Cl)N1C1=CC=C(CN2CCC(CC2)NC2=NC(=NC=C2)C#N)C=C1